CN1N=C(C(=C1)C)C1=CC=C(C(=O)OC)C=C1 methyl 4-(1,4-dimethyl-1H-pyrazol-3-yl)benzoate